FC1CC(C(CC1F)OC1=NC(=NC=C1C(F)(F)F)NC1=CC=C(C=C1)S(=O)(=O)N)O 4-((4-((4,5-difluoro-2-hydroxycyclohexyl)oxy)-5-(trifluoromethyl)pyrimidin-2-yl)amino)benzenesulfonamide